1-[3-chloro-2-(2-hydroxyethyl)phenyl]-3-[3-(2-aminoethylamino)-5-methoxyphenyl]urea ClC=1C(=C(C=CC1)NC(=O)NC1=CC(=CC(=C1)OC)NCCN)CCO